FC(OC=1C=C(C=CC1)C1=NN(C=2C1=NC=C(C2)C(=O)OCC)C(C)C)F Ethyl 3-(3-(difluoromethoxy)phenyl)-1-isopropyl-1H-pyrazolo[4,3-b]pyridine-6-carboxylate